FC=1C=C2C(=NN(C2=CC1F)C1OCCCC1)B1OC(C(O1)(C)C)(C)C 5,6-difluoro-1-(oxan-2-yl)-3-(4,4,5,5-tetramethyl-1,3,2-dioxaborolan-2-yl)indazole